5-isopropyl-1,3-dimethyl-bicyclo[3.2.1]oct-3-en-2-one C(C)(C)C12C=C(C(C(CC1)(C2)C)=O)C